ethyl 6-bromo-1-((5-fluoropyridin-2-yl) methyl)-4-hydroxy-2-oxo-1,2-dihydro-1,8-naphthyridine-3-carboxylate BrC=1C=C2C(=C(C(N(C2=NC1)CC1=NC=C(C=C1)F)=O)C(=O)OCC)O